FC1=C(CN)C(=CC=C1)F 2,6-difluorobenzylamine